C(C)(C)N1CC(CCC1)C1=NOCC(O1)CN1CCCCC1 rac-3-(1-isopropylpiperidin-3-yl)-5-(piperidin-1-ylmethyl)-5,6-dihydro-1,4,2-dioxazine